C[C@]12CC[C@@H](C([C@@H]1CC[C@@]3([C@@H]2CC[C@H]4[C@]3([C@H](C[C@@H]5[C@@]4(CC[C@@H]5C(C)(C)O)C)O)C)C)(C)C)O The molecule is a hopanoid that is hopane substituted by hydroxy groups at positions 3, 15 and 22 respectively (the (3beta,15alpha-stereoisomer). It has been isolated from Hypocrella species. It has a role as a fungal metabolite. It is a hopanoid, a triol and a pentacyclic triterpenoid.